2-methyl-6-(trifluoromethyl)-2,7-naphthyridin-1-one CN1C(C2=CN=C(C=C2C=C1)C(F)(F)F)=O